tert-butyl ((1S,3r)-3-(4-(2-fluorophenyl)-5-phenyl-4H-1,2,4-triazol-3-yl)cyclobutyl)carbamate FC1=C(C=CC=C1)N1C(=NN=C1C1=CC=CC=C1)C1CC(C1)NC(OC(C)(C)C)=O